2-amino-1-(5-hydroxy-2,4-dimethylpyridin-3-yl)-5,6-dimethyl-1H-pyrrolo[2,3-b]pyridine-3-carboxamide NC1=C(C=2C(=NC(=C(C2)C)C)N1C=1C(=NC=C(C1C)O)C)C(=O)N